2-(difluoromethyl)-6-((4-fluoro-2-methylphenyl)-amino)-N-(6-methoxy-2-methylpyridin-3-yl)benzamide FC(C1=C(C(=O)NC=2C(=NC(=CC2)OC)C)C(=CC=C1)NC1=C(C=C(C=C1)F)C)F